6-(6-cyclopropylpyridin-3-yl)-3-(2-hydroxy-2-methylpropyl)-8-(1-methyl-1H-pyrazol-4-yl)pyrido[3,4-d]pyrimidin-4(3H)-one C1(CC1)C1=CC=C(C=N1)C1=CC2=C(N=CN(C2=O)CC(C)(C)O)C(=N1)C=1C=NN(C1)C